C1C#CC#C1 cyclopenta-2,4-diyn